CC1(CN(C1)CC(=O)NC=1C=C(C(=NC1)C)NC(=O)C=1C=NN2C1SC(=C2)C2=C(C=NC=C2)OC)C N-(5-(2-(3,3-dimethylazetidin-1-yl)acetamido)-2-methylpyridin-3-yl)-2-(3-methoxypyridin-4-yl)pyrazolo[5,1-b]thiazole-7-carboxamide